1,1,2,2-tetrafluoroethylsulfonate FC(C(F)F)(F)S(=O)(=O)[O-]